ClC=1C(=NC=C(C1)N1N=CN(C1=O)CC1=C(C=CC=C1F)F)OC1=C(N=C(S1)C(=O)N)C 5-[[3-chloro-5-[4-[(2,6-difluorophenyl)methyl]-5-oxo-1,2,4-triazol-1-yl]-2-pyridyl]oxy]-4-methyl-thiazole-2-carboxamide